C1=CC=CC=2C3=CC=CC=C3C(C12)COC(=O)N[C@@H](CC1=CC=CC=C1)C(=O)O (((9H-fluoren-9-yl)methoxy)carbonyl)-L-phenylalanine